tris(dimethylaminopropyl)hexahydro-1,3,5-triazin CN(C)CCCN1CN(CN(C1)CCCN(C)C)CCCN(C)C